[Si](C)(C)(C(C)(C)C)O[C@@H]1C(N([C@H](C1)CO)C(=O)C1CC1)C ((3S,5R)-3-((tert-Butyldimethylsilyl)oxy)-5-(hydroxymethyl)-2-methylpyrrolidin-1-yl)(cyclopropyl)methanone